C(C)(C)(C)OC(CC[C@@H](C(=O)N)N1C(C2=CC=C(C=C2C1)C1=NC(=C(C=C1C#N)C)N)=O)=O (S)-5-amino-4-(5-(6-amino-3-cyano-5-methylpyridin-2-yl)-1-oxoisoindolin-2-yl)-5-oxopentanoic acid tert-butyl ester